ClC=1C=C(C=CC1OC(F)(F)F)N1C2=NC(=NC=C2N=C1C#C)N1CCOCC1 4-(9-(3-chloro-4-(trifluoromethoxy)phenyl)-8-ethynyl-9H-purin-2-yl)morpholine